C(#N)/C(/C(=O)OCC)=C\C1=CN(C2=CC=CC=C12)C1=CC=CC=C1 Ethyl (E)-2-cyano-3-(1-phenyl-1H-indol-3-yl)acrylate